1-phenylpentane-1,3-dione C1(=CC=CC=C1)C(CC(CC)=O)=O